OC(=O)C(F)(F)F.NC1=C(C=CC=C1)NC(C1=CC=C(C=C1)CNC(CNC1C(C1)C1=CC=C(C=C1)F)=O)=O N-(2-aminophenyl)-4-((2-((2-(4-fluorophenyl)cyclopropyl)amino)acetamido)methyl)benzamide TFA salt